Ethyl 2-(6-bromo-4-chloro-3-fluoro-2-formylphenoxy)acetate BrC1=CC(=C(C(=C1OCC(=O)OCC)C=O)F)Cl